ClC1=NC(=C2N=CN(C2=N1)C=1C=NN(C1)C)Cl 2,6-dichloro-9-(1-methylpyrazol-4-yl)-9H-purine